FC1(CN(CCC1N1C([C@@H](CC1)O)=O)C(=O)OC(C)(C)C)F tert-butyl 3,3-difluoro-4-((R)-3-hydroxy-2-oxopyrrolidin-1-yl)piperidine-1-carboxylate